C[C@H](CC(C)(C)O)O (±)-2-methyl-2,4-pentanediol